C[Si](C(C)C=1C(=C(C=CC1CC[SiH2]C(N(CC)CC)N(CC)CC)[SiH](C)C)[SiH](C)C)(OCC)C 1-dimethylethoxysilylethyl-dimethylsilyl-4-bis(diethylamino)methylsilylethyl-dimethylsilylbenzene